CP(=O)(C)C1=NC=C(C(=C1)OC)[N+](=O)[O-] 2-dimethylphosphoryl-4-methoxy-5-nitro-pyridine